t-butyl-thieno[3,4-b]thiophene C(C)(C)(C)C1=CC=2C(S1)=CSC2